O=C1C=C2[C@@H]3[C@H]([C@H]4[C@@H]5CC[C@H]([C@@H](/C=C/C(=O)NS(=O)(=O)C6CC6)C)[C@]5(CC[C@@H]4[C@]2(CC1)C)C)O3 N-((6α,7α,22E)-3,24-dioxo-6,7-epoxy-4,22-choladien-24-yl)cyclopropylsulfonamide